2-acetyl-3-(4-methoxyphenyl)-3,4-dihydropyrazol C(C)(=O)N1N=CCC1C1=CC=C(C=C1)OC